ClC=1C=2N(C=CC1[S-])C=CN2.[Na+] sodium 8-chloroimidazo[1,2-a]pyridin-7-thiolate